COC1=CC=C(C=C1)NS(=O)(=O)C=1C=C(C(=O)NC=2C=C3C(=NC2)NN=C3C)C=CC1 3-(N-(4-methoxyphenyl)sulfamoyl)-N-(3-methyl-1H-pyrazolo[3,4-b]pyridin-5-yl)benzamide